[2,3'-bithiophene]-4'-amine S1C(=CC=C1)C1=CSC=C1N